5-[5-Iodo-2-isopropyl-4-(pyridin-3-ylmethoxy)-phenoxy]-pyrimidine-2,4-diamine IC=1C(=CC(=C(OC=2C(=NC(=NC2)N)N)C1)C(C)C)OCC=1C=NC=CC1